(1-ethyl-2,4-dioxo-3-(2-(trifluoromethyl)benzyl)-1,2,3,4-tetrahydroquinazolin-5-yl)-5-hydroxypicolinamide C(C)N1C(N(C(C2=C(C=CC=C12)C=1C(=NC=C(C1)O)C(=O)N)=O)CC1=C(C=CC=C1)C(F)(F)F)=O